F[C@H]1[C@@H](C1)C1=CC(=NO1)C(=O)OC Methyl 5-((1S,2R)-2-fluorocyclopropyl)isoxazole-3-carboxylate